O1CC(C1)CC1=CC=C(C=O)C=C1 4-(oxetan-3-yl-methyl)benzaldehyde